C(C)C(C(C)(C)C)N(NC(C1=C(C(=CC=C1)OC)C)=O)C(C1=CC(=CC(=C1)C)C)=O 3,5-Dimethyl-benzoic acid N-(1-ethyl-2,2-dimethyl-propyl)-N'-(3-methoxy-2-methyl-benzoyl)-hydrazide